COC(C(=O)OC)OC(C1=C(C=C(C(=C1)N1C(N(C(=CC1=O)C(F)(F)F)C)=O)F)Cl)=O 2-chloro-4-fluoro-5-(3-methyl-2,6-dioxo-4-trifluoromethyl-3,6-dihydropyrimidin-1(2H)-yl)benzoic acid (1-methoxy-1-methoxycarbonylmethyl) ester